ClC=1C(=CC2=C(C[C@](O2)(C2=CC=CC=C2)CNCCN2C(CCC2)=O)C1C1=C(C(=O)N)C=CC(=C1F)OC(F)F)F 2-((2S,4S)-5-chloro-6-fluoro-2-(((2-(2-oxopyrrolidin-1-yl)ethyl)amino)methyl)-2-phenyl-2,3-dihydrobenzofuran-4-yl)-4-(difluoromethoxy)-3-fluorobenzamide